6-Bromo-2,2-difluoro-2,3-dihydro-1H-inden-5-amine BrC1=C(C=C2CC(CC2=C1)(F)F)N